FC1=CC=C(CC#CC(=O)O)C=C1 4-fluorobenzylpropynoic acid